OC(=O)C(F)(F)F.N1CC(C1)C1=CC=C(N=N1)C1=C(C=C(C=C1)C=1C=C(C=2C(N1)=CN(N2)C)OC)O 2-(6-(azetidin-3-yl)pyridazin-3-yl)-5-(7-methoxy-2-methyl-2H-pyrazolo[4,3-b]pyridin-5-yl)phenol TFA salt